tert-butyl 4-((3-(2-(1-methyl-1H-pyrazol-4-yl)furo[3,2-b]pyridin-7-yl)phenyl)sulfonyl)piperazine-1-carboxylate CN1N=CC(=C1)C1=CC2=NC=CC(=C2O1)C=1C=C(C=CC1)S(=O)(=O)N1CCN(CC1)C(=O)OC(C)(C)C